BrCCSC1=C2CN(C(C2=CC=C1)=O)C1C(NC(CC1)=O)=O 3-(4-(2-bromoethylthio)-1-oxoisoindolin-2-yl)piperidine-2,6-dione